dioxygen hydroxyl-ammonium salt O[NH3+].[O+2].[O+2]